O=C1NC2(C=3N=C(SC31)NC3=CC(=NC=N3)NC(=O)C3CCCC3)CCCCC2 N-(6-((6'-oxo-5',6'-dihydrospiro[cyclohexane-1,4'-pyrrolo[3,4-d]thiazol]-2'-yl)amino)pyrimidin-4-yl)cyclopentanecarboxamide